NCCS(=O)(=O)O.C(CCCCCCCCCCC)(=O)N(CCC(=O)O)C lauroyl-methyl-β-alanine taurate